C(N)(SC1=C(C=CC=C1)CC#N)=S cyanomethyl-(phenyl) dithiocarbamate